COC(C(C(=O)OC)CC(=O)C1=CC=C(C=C1)C)=O [2-(4-methylphenyl)-2-oxoethyl]malonic acid dimethyl ester